C(CCC)[Sn](C=1SC=CN1)(CCCC)CCCC tributyl(2-thiazolyl)stannane